OB1N(N=CC2=C1C=CC=C2)C(=O)C2=CC=CC=C2 (1-hydroxybenzo[d][1,2,3]diazaborinin-2(1H)-yl)(phenyl)methanone